CC=1N=C2N(N=C(C(=C2)C)N2CCC(CC2)OC2=CC=C3CCNC(C3=C2)=O)C(C1)=O 2,8-dimethyl-7-(4-((1-oxo-1,2,3,4-tetrahydroisoquinolin-7-yl)oxy)piperidin-1-yl)-4H-pyrimido[1,2-b]pyridazin-4-one